(R)-(+)-2,2'-bis-(diphenylphosphino)-1,1'-binaphthyl C1(=CC=CC=C1)P(C1=C(C2=CC=CC=C2C=C1)C1=C(C=CC2=CC=CC=C12)P(C1=CC=CC=C1)C1=CC=CC=C1)C1=CC=CC=C1